7-(6-amino-4-methyl-3-(trifluoromethyl)pyridin-2-yl)-8-fluoro-2-(((2R,7aS)-2-fluorotetrahydro-1H-pyrrolizin-7a(5H)-yl)methoxy)pyrido[4,3-d]pyrimidin NC1=CC(=C(C(=N1)C1=C(C=2N=C(N=CC2C=N1)OC[C@]12CCCN2C[C@@H](C1)F)F)C(F)(F)F)C